FC=1C(=CC(=C(NCC#CC=2C=C(C3=C(N(C=N3)CC(F)(F)F)C2)C(=O)N[C@@H]2[C@H](CN(CC2)C)F)C1)OC)C(NC)=O 6-[3-[5-fluoro-2-methoxy-4-(methylcarbamoyl)anilino]prop-1-ynyl]-N-[(3S,4S)-3-fluoro-1-methyl-4-piperidyl]-1-(2,2,2-trifluoroethyl)benzimidazole-4-carboxamide